CC(CCOC(=O)C1C2C3C4C=CC(C3C(C1)C2)C4)C 8-(3-methylbutoxycarbonyl)-tetracyclo[4.4.0.12,5.17,10]-3-dodecene